C(C)(=O)NC1=C(C(=O)NC=2SC(=CC2)[N+](=O)[O-])C=CC=C1 2-acetamido-N-(5-nitrothiophen-2-yl)benzamide